1,4-bis(glycidoxy)anthracene C(C1CO1)OC1=CC=C(C2=CC3=CC=CC=C3C=C12)OCC1CO1